C(C)C(COC(C=C)=O)CCCC.C(C)(=O)OC=C vinyl acetate 2-ethyl-hexyl-acrylate